4-[2-(2,4,6-trifluorophenoxymethyl)phenyl]piperidine-1-carboxylic acid t-butyl ester C(C)(C)(C)OC(=O)N1CCC(CC1)C1=C(C=CC=C1)COC1=C(C=C(C=C1F)F)F